2-(3,5-Difluoro-phenyl)-N-(2-dimethylamino-4-oxo-4H-quinazolin-3-yl)-acetamide FC=1C=C(C=C(C1)F)CC(=O)NN1C(=NC2=CC=CC=C2C1=O)N(C)C